C(C)(C)(C)OC(=O)N[C@@H](CCS)C(=O)OC Methyl (tert-butoxycarbonyl)homocysteinate